CC(=O)N[C@@H]1[C@H]([C@@H]([C@H](O[C@H]1O)CO)O[C@H]2[C@@H]([C@H]([C@@H]([C@H](O2)CO)O[C@H]3[C@H]([C@H]([C@@H]([C@H](O3)CO[C@@H]4[C@H]([C@H]([C@@H]([C@H](O4)CO)O)O)O[C@H]5[C@@H]([C@H]([C@@H]([C@H](O5)CO)O)O[C@H]6[C@@H]([C@H]([C@H]([C@H](O6)CO)O)O)O)NC(=O)C)O)O[C@@H]7[C@H]([C@H]([C@@H]([C@H](O7)CO)O)O)O[C@H]8[C@@H]([C@H]([C@@H]([C@H](O8)CO)O)O[C@H]9[C@@H]([C@H]([C@H]([C@H](O9)CO)O)O)O)NC(=O)C)O)O)NC(=O)C)O The molecule is a branched amino nonasaccharide comprised of a linear trisaccharide chain of a beta-D-glucose residue and two N-acetyl-beta-D-glucosamine residues, all connected by beta-linkages, to the mannose residue of which are (1->3)- and (1->6)-linked two trisaccharide branches each comprised of a beta-D-galactose residue, an N-acetyl-beta-D-glucosamine residue and an alpha-D-mannose residue, these connected sequentially by (1->3) and (1->2) linkages, together with an alpha-L-fucose residue (1->6)-linked. It has a role as an epitope. It is a glucosamine oligosaccharide and an amino nonasaccharide.